N-(cis-1-(oxazol-2-yl)-3-((cis-4-phenylcyclohexyl)methoxy)piperidin-4-yl)methanesulfonamide O1C(=NC=C1)N1C[C@H]([C@H](CC1)NS(=O)(=O)C)OC[C@@H]1CC[C@@H](CC1)C1=CC=CC=C1